COC1=CC=2N(C=C1[S-])C=CN2.[K+] potassium 7-methoxyimidazo[1,2-a]pyridine-6-thiolate